methyl 4-chloro-benzenesulfinate ClC1=CC=C(C=C1)S(=O)OC